3,5-dichloro-4-(8-chloro-5-(((3R,4S)-4-hydroxytetrahydrofuran-3-yl)amino)-2-methyl-4-oxo-1,6-naphthyridin-1(4H)-yl)benzonitrile ClC=1C=C(C#N)C=C(C1N1C(=CC(C2=C(N=CC(=C12)Cl)N[C@@H]1COC[C@H]1O)=O)C)Cl